1-(1H-Benzo[d]imidazol-5-yl)-5-(3,4-difluorophenyl)imidazolidin-2-on N1C=NC2=C1C=CC(=C2)N2C(NCC2C2=CC(=C(C=C2)F)F)=O